CC1=C(OC2=C(C=C(C=C2C1=O)C)C(C)NC1=C(C(=O)O)C=CC=C1)C=1C=NC(=CC1)N1CCOCC1 2-((1-(3,6-Dimethyl-2-(6-morpholinopyridin-3-yl)-4-oxo-4H-chromen-8-yl)ethyl)amino)benzoic acid